5-methyl-1-[6-[6-(6-methylpyridazin-3-yl)oxypyrazolo[1,5-a]pyridin-3-yl]-3-[cis-4-cyanooxolan-2-yl]pyridin-2-yl]pyrazole-3-carbonitrile CC1=CC(=NN1C1=NC(=CC=C1[C@@H]1OC[C@@H](C1)C#N)C=1C=NN2C1C=CC(=C2)OC=2N=NC(=CC2)C)C#N